(R)-N-((5-chloro-6-(trifluoromethyl)pyridin-2-yl)(3-(trifluoromethyl)cyclobutyl)methyl)-2-methylpropane-2-sulfinamide ClC=1C=CC(=NC1C(F)(F)F)C(N[S@](=O)C(C)(C)C)C1CC(C1)C(F)(F)F